4-(3,3-difluoroazetidin-1-yl)piperidine hydrochloride Cl.FC1(CN(C1)C1CCNCC1)F